CN1CCC(CC1)C#CC1=CC=C(C=N1)OC1=C(N=NN1)C(=O)O 5-((6-((1-methylpiperidin-4-yl)ethynyl)pyridin-3-yl)oxy)-1H-1,2,3-triazole-4-carboxylic acid